N-(1-Methyl-1H-pyrazol-4-yl)-N-{[(2R)-oxolan-2-yl]methyl}amino-sulfonamide CN1N=CC(=C1)N(S(=O)=O)NC[C@@H]1OCCC1